5-chloro-2-[[2-(5-chloro-2-thienyl)-4-(difluoromethyl)imidazol-1-yl]methyl]pyrimidine ClC=1C=NC(=NC1)CN1C(=NC(=C1)C(F)F)C=1SC(=CC1)Cl